4-amino-3-cyclopropyl-5-(propan-2-yl)benzonitrile NC1=C(C=C(C#N)C=C1C(C)C)C1CC1